3-(2-((diisopropyloxyphosphoryl)oxy)-6-((dimethoxyphosphoryl)methyl)-4-methylphenyl)-3-methylbutanoic acid C(C)(C)OP(=O)(OC(C)C)OC1=C(C(=CC(=C1)C)CP(=O)(OC)OC)C(CC(=O)O)(C)C